(5-tert-butyl-2H-pyrazol-3-yl)-3-[4-(5-{7-[2-(2,6-dioxopiperidin-3-yl)-1-oxo-2,3-dihydro-1H-isoindol-4-yl]-heptyloxy}-benzimidazol-1-yl)-phenyl]-urea C(C)(C)(C)C=1C=C(NN1)NC(=O)NC1=CC=C(C=C1)N1C=NC2=C1C=CC(=C2)OCCCCCCCC2=C1CN(C(C1=CC=C2)=O)C2C(NC(CC2)=O)=O